(2-oxo-5-azabicyclo[2.2.2]octane-5-yl)(6-(7-methyl-5H-pyrrolo[2,3-b]pyrazin-2-yl)-8-((R)-morpholin-3-yl)-3,4-dihydroisoquinolin-2(1H)-yl)methanone O=C1C2CN(C(C1)CC2)C(=O)N2CC1=C(C=C(C=C1CC2)C=2N=C1C(=NC2)NC=C1C)[C@H]1NCCOC1